(1S,2S)-N-(6-chloro-2-methyl-pyrimidin-4-yl)-2-(4-methyl-pyrimidin-2-yl)cyclopropane-1-carboxamide ClC1=CC(=NC(=N1)C)NC(=O)[C@@H]1[C@H](C1)C1=NC=CC(=N1)C